dihydropyrrolo[3',2':5,6]pyrido[2,3-b][1,4]oxazin N1C2=C(OCC1)NC=1C(=C2)C=CN1